pyrimidin-5-carbonitril N1=CN=CC(=C1)C#N